(3r,4s)-4-amino-7-bromo-3,8-difluorochroman-4-carboxylic acid N[C@]1([C@H](COC2=C(C(=CC=C12)Br)F)F)C(=O)O